[2-(p-bromocinnamylamino)ethyl]-5-isoquinolinesulfonamide BrC1=CC=C(C=CCNCCC2=NC=CC=3C(=CC=CC23)S(=O)(=O)N)C=C1